dineopentyl-dimethylsilylenebis(cyclopentadienyl)zirconium hydride [H-].C(C(C)(C)C)C([Si](=[Zr+](C1C=CC=C1)C1C=CC=C1)C)CC(C)(C)C